BrC=1C(=CC=2C3=C(C(=NC2C1F)SC)N=CN3[C@@H]3C[C@H](N(CC3)C(=O)OC(C)(C)C)CC#N)Cl tert-butyl (2S,4S)-4-(7-bromo-8-chloro-6-fluoro-4-(methylthio)-1H-imidazo[4,5-c]quinolin-1-yl)-2-(cyanomethyl)piperidine-1-carboxylate